3-[[4-[2,6-bis(trideuteromethyl)phenyl]-6-chloro-pyrimidin-2-yl]sulfamoyl]benzoic acid [2H]C(C1=C(C(=CC=C1)C([2H])([2H])[2H])C1=NC(=NC(=C1)Cl)NS(=O)(=O)C=1C=C(C(=O)O)C=CC1)([2H])[2H]